O1C(=NC=C1)CCC=O 3-(oxazol-2-yl)propan-1-one